C(C=C)C1(CN(C(C1)=O)CC1=CC=CC=C1)C(=O)OC methyl 3-allyl-1-benzyl-5-oxopyrrolidine-3-carboxylate